[Cl-].C(C)C1CCC(CC1)[NH3+] (1s,4s)-4-Ethylcyclohexan-1-aminium chloride